N-(1-(2-fluorophenyl)-1-phenylbut-3-en-1-yl)benzamide FC1=C(C=CC=C1)C(CC=C)(C1=CC=CC=C1)NC(C1=CC=CC=C1)=O